CC1(CCC1)NCC=1C=C2C(C=COC2=CC1)=O 6-(((1-methylcyclobutyl)amino)methyl)-4H-chromen-4-one